benzo[b]azepin-3-amine hydrochloride Cl.N1C2=C(C=CC(=C1)N)C=CC=C2